C(C1=CC=CC=C1)NC1=NC=NC(=C1\N=C\C1=CC(=C(OCCN2CCN(CC2)C(=O)OC(C)(C)C)C=C1Cl)Cl)OC1(CC1)C tert-butyl (E)-4-(2-(4-(((4-(benzylamino)-6-(1-methylcyclopropoxy)pyrimidin-5-yl)imino) methyl)-2,5-dichlorophenoxy)ethyl)piperazine-1-carboxylate